(4-benzoyl-2-benzyl-5-phenylfuran-3-yl)(4-chlorophenyl)methanone C(C1=CC=CC=C1)(=O)C=1C(=C(OC1C1=CC=CC=C1)CC1=CC=CC=C1)C(=O)C1=CC=C(C=C1)Cl